C(C)OC1=C(C=CC(=C1F)F)[C@H]1[C@@H](O[C@]([C@H]1C)(C(F)(F)F)C)C(=O)OCC |&1:12| rac-ethyl (3S,4S,5R)-3-(2-ethoxy-3,4-difluorophenyl)-4,5-dimethyl-5-(trifluoromethyl)tetrahydrofuran-2-carboxylate